C(#N)C=1C=CC(=C(C1)C=1C(=C(C(=O)N)C=C(C1F)F)OC)N1CCC(CC1)OC1=C(C=C(C=C1)F)F 5-cyano-2-(4-(2,4-difluorophenoxy)piperidin-1-yl)phenyl-4,5-difluoro-2-methoxybenzamide